ClC1=C(NCCCCCCCCCCCC)C=CC(=C1)F 2-chloro-N-dodecyl-4-fluoroaniline